2,7-Dimethyl-octane CC(C)CCCCC(C)C